trifluoromethacrylic acid C=C(C(=O)O)C(F)(F)F